3-methylbutyl acetate Isoamyl-Acetate C(CC(C)C)CC(=O)O.C(C)(=O)OCCC(C)C